N-[3-(7-{[(3S,4R)-3-fluoro-1-methylpiperidin-4-yl]amino}-3-(2,2,2-trifluoroethyl)pyrazolo[1,5-a]pyridin-2-yl)prop-2-yn-1-yl]-1,5-dimethyl-1H-pyrrole-3-carboxamide F[C@H]1CN(CC[C@H]1NC1=CC=CC=2N1N=C(C2CC(F)(F)F)C#CCNC(=O)C2=CN(C(=C2)C)C)C